(S)-3-(3-(4-hydroxy-1-methyl-2-oxo-1,2-dihydropyridin-3-yl)ureido)-3-(2',5,6'-trimethylbiphenyl-3-yl)propanoic acid ethyl ester C(C)OC(C[C@@H](C=1C=C(C=C(C1)C)C1=C(C=CC=C1C)C)NC(=O)NC=1C(N(C=CC1O)C)=O)=O